N1=C(C=C2COCCN21)N 5,7-dihydro-4H-pyrazolo[5,1-c][1,4]oxazin-2-amine